P(=O)(O)(O)C1=C(N=C(N1)N)C1[C@H](O)[C@H](O)[C@H](O1)CO phosphoribosyl-amino-imidazole